Cinnamate (3-phenylprop-2-enyl 3-phenylprop-2-enoate) C1(=CC=CC=C1)C=CCC(C(=O)O)=CC1=CC=CC=C1.C(C=CC1=CC=CC=C1)(=O)O